bis(2-butyloctyl)5,5'-(((3R,4S)-1-(5-hydroxypentyl)pyrrolidine-3,4-diyl)bis(oxy))dipentanoate C(CCC)C(COC(CCCCO[C@@H]1[C@@H](CN(C1)CCCCCO)OCCCCC(=O)OCC(CCCCCC)CCCC)=O)CCCCCC